O1C[C@@H](OC2=NC=CC=C21)C2=CC=C(CN1[C@@H]3CN([C@H](C1)C3)C(CS(=O)(=O)C)=O)C=C2 1-{(1S,4S)-5-[(S)-4-(2,3-dihydro-[1,4]dioxino[2,3-b]pyridin-3-yl)-benzyl]-2,5-diaza-bicyclo[2.2.1]hept-2-yl}-2-methanesulfonyl-ethanone